CS(=O)(=O)C=1C=C2C(=C(C(N(C2=CC1)C)=O)C#N)N1CCC(CC1)(C=1OC2=C(N1)C=C(C=C2)C)C 6-(methylsulfonyl)-1-methyl-4-[4-methyl-4-(5-methyl-1,3-benzoxazol-2-yl)piperidin-1-yl]-2-oxo-1,2-dihydroquinoline-3-carbonitrile